FC1=CC(=C(NC=2C3=C(N=CN2)C=CN3CCO)C=C1)OC(C)C 2-[4-(4-fluoro-2-isopropoxy-anilino)pyrrolo[3,2-d]pyrimidin-5-yl]ethanol